FC1=CC(=C(\C=C\2/CCC=3C=CN=CC3C2=O)C=C1)C=1N=CN(C1)C(C1=CC=CC=C1)(C1=CC=CC=C1)C1=CC=CC=C1 (e)-7-(4-fluoro-2-(1-trityl-1H-imidazol-4-yl)benzylidene)-6,7-dihydroisoquinolin-8(5H)-one